FC1=C(C=C(C=C1)NC(=O)C1=C(N(C(=C1C)C(C(=O)NCC(C)(C)O)=O)C)C(C)C)C N-(4-fluoro-3-methylphenyl)-5-(2-((2-hydroxy-2-methylpropyl)amino)-2-oxoacetyl)-2-isopropyl-1,4-dimethyl-1H-pyrrole-3-carboxamide